tert-butyl 2-(2-(2-isopropylphenyl)-4-(3-phenylcyclopentyl) piperazin-1-yl)-7-azaspiro[3.5]nonane-7-carboxylate C(C)(C)C1=C(C=CC=C1)C1N(CCN(C1)C1CC(CC1)C1=CC=CC=C1)C1CC2(C1)CCN(CC2)C(=O)OC(C)(C)C